C(C)[C@@H]1N(C[C@H](N(C1)C(C)C=1C=C2C=CN=C(C2=CC1)C)CC)C=1C=2C(N(C(C1)=O)C)=CN(N2)CC#N 2-(7-((2S,5R)-2,5-diethyl-4-(1-(1-methylisoquinolin-6-yl)ethyl)piperazin-1-yl)-4-methyl-5-oxo-4,5-dihydro-2H-pyrazolo[4,3-b]pyridin-2-yl)acetonitrile